O=C1NC(=CC2=CC(=CC=C12)C1OCCC1)C(=O)OC methyl 1-oxo-6-(tetrahydrofuran-2-yl)-1,2-dihydroisoquinoline-3-carboxylate